OC1(CCOCC1)CC(=O)N(CC=1SC=CC1)C 2-(4-hydroxytetrahydro-2H-pyran-4-yl)-N-methyl-N-(thiophen-2-ylmethyl)acetamide